Br[Si](CCCC#N)(Br)Br 4-[tribromosilyl]butanenitrile